(2-fluoro-4-(4-methoxybenzyloxy)phenylamino)-3-morpholinoquinoxaline-5-carbonitrile FC1=C(C=CC(=C1)OCC1=CC=C(C=C1)OC)NC1=NC=2C=CC=C(C2N=C1N1CCOCC1)C#N